(6-(cyclobutylmethoxy)pyridazin-3-yl)-2-((S)-4,4-difluoro-3-(6-oxo-1,6-dihydropyridin-3-yl)piperidin-1-yl)propanamide C1(CCC1)COC1=CC=C(N=N1)C(C(=O)N)(C)N1C[C@@H](C(CC1)(F)F)C1=CNC(C=C1)=O